(4-bromo-3-pyridyl) acetate C(C)(=O)OC=1C=NC=CC1Br